FC(C=1C=C(C=C(C1)C(F)(F)F)N(C(=O)N([C@@H]1CN(C[C@H]1C1=C(C=C(C=C1)F)F)C(=O)OC(C)(C)C)C)C)(F)F tert-butyl (3S,4R)-3-[{[3,5-bis(trifluoromethyl)phenyl](methyl)carbamoyl}(methyl)amino]-4-(2,4-difluorophenyl)pyrrolidine-1-carboxylate